COC(=O)C1CC(C1N1N=CC=C1C=1CCN(CC1)C)C 3-methyl-4-(5-(1-methyl-1,2,3,6-tetrahydropyridin-4-yl)-1H-pyrazol-1-yl)cyclobutane-1-carboxylic acid methyl ester